ClC1=CC2=C(N(C(C(N2C)=O)=O)C2CCN(CC2)C2=NC=C(C=N2)CN2C[C@@H](OCC2)C)N=C1 (S)-7-Chloro-1-methyl-4-(1-(5-((2-methylmorpholino)methyl)pyrimidin-2-yl)piperidin-4-yl)-1,4-Dihydropyrido[2,3-b]pyrazine-2,3-dione